benzyl ((2S,3S,4R)-2-cyclopropyl-3-methyl-rac-6-((tetrahydrofuran-3-yl)oxy)-1,2,3,4-tetrahydroquinolin-4-yl)carbamate C1(CC1)[C@@H]1NC2=CC=C(C=C2[C@@H]([C@H]1C)NC(OCC1=CC=CC=C1)=O)O[C@H]1COCC1 |&1:26|